N,N'-diphenyl-N,N'-bis(2-naphthyl)-1,1'-biphenyl-4,4'-diamine C1(=CC=CC=C1)N(C1=CC=C(C=C1)C1=CC=C(C=C1)N(C1=CC2=CC=CC=C2C=C1)C1=CC=CC=C1)C1=CC2=CC=CC=C2C=C1